3-(4-Sulfanyl-7-{[2-(trimethylsilyl)ethoxy]methyl}-7H-pyrrolo[2,3-d]pyrimidin-5-yl)propan-1-ol phenyl-3-chlorobenzoate C1(=CC=CC=C1)C1=C(C(=O)OCCCC2=CN(C=3N=CN=C(C32)S)COCC[Si](C)(C)C)C=CC=C1Cl